2-(1H-indol-2-yl)ethane-1-amine N1C(=CC2=CC=CC=C12)CCN